Cl.Cl.Cl Dihydrochloride monohydrochloride